ClC=1C=C(C=NC1)O[C@@H]1CC[C@H](CC1)NC(CCCCOC1=CC=C(C=C1)Cl)=O trans-N-(4-((5-Chloropyridin-3-yl)oxy)cyclohexyl)-5-(4-chlorophenoxy)-pentanamide